2-cyclopropyl-4-[4-(2-methoxy-phenyl)-piperidin-1-yl]-6-(4-methoxy-piperidin-1-yl)-quinazoline C1(CC1)C1=NC2=CC=C(C=C2C(=N1)N1CCC(CC1)C1=C(C=CC=C1)OC)N1CCC(CC1)OC